4-(3-aminophenoxy)-N-(1-(2-methoxyethyl)indol-5-yl)-7H-pyrrolo[2,3-d]pyrimidin-2-amine NC=1C=C(OC=2C3=C(N=C(N2)NC=2C=C4C=CN(C4=CC2)CCOC)NC=C3)C=CC1